dihydrophenanthridine compound with oxygen [O].C1CC=CC2=NC=C3C=CC=CC3=C12